tetrazolo[1,5-b]pyridazine-6-carboxylic acid N=1N=NN2N=C(C=CC21)C(=O)O